3-fluoro-4-[[5-[2-fluoro-3-(trifluoromethoxy)anilino]-4-methyl-3-pyridinyl]methyl]-N-(methylsulfamoyl)pyridin-2-amine FC=1C(=NC=CC1CC=1C=NC=C(C1C)NC1=C(C(=CC=C1)OC(F)(F)F)F)NS(NC)(=O)=O